3-(6-(4-(3-(((1r,4r)-4-(3-bromo-2-methylphenoxy)cyclohexyl)oxy)propyl)piperazin-1-yl)-1-methyl-1H-indazol-3-yl)piperidine-2,6-dione BrC=1C(=C(OC2CCC(CC2)OCCCN2CCN(CC2)C2=CC=C3C(=NN(C3=C2)C)C2C(NC(CC2)=O)=O)C=CC1)C